CCCCC/C=C\\C/C=C\\C=C\\[C@H](C/C=C\\CCCC(=O)O)OO The molecule is a HPETE in which the hydroperoxy group is located at position 8S and the four double bonds at position 5, 9, 11 and 14 (the 5Z,9E,11Z,14Z-geoisomer). It has a role as a mouse metabolite. It derives from an icosa-5,9,11,14-tetraenoic acid. It is a conjugate acid of an 8(S)-HPETE(1-). It is an enantiomer of an 8(R)-HPETE.